COC1=C(SC=C1)CNCCC1(OC2(OCC1)CC1CC1C2)C2=NC=CC=C2 ((3-methoxythiophen-2-yl)methyl)-2-(4'-(pyridin-2-yl)tetrahydrooxaspiro[bicyclo[3.1.0]hexane-3,2'-pyran]-4'-yl)ethylamine